C1(=CC=CC=C1)C1NC(CC2=CC=CC=C12)=O 1-phenyl-1,4-dihydroisoquinolin-3(2H)-one